N-(1-(4-(2,4-dioxotetrahydropyrimidin-1(2H)-yl)phenyl)piperidin-4-yl)-6-fluoro-5-(4-((5-fluoro-2-methyl-3-oxo-3,4-dihydroquinoxalin-6-yl)methyl)piperazin-1-yl)picolinamide O=C1N(CCC(N1)=O)C1=CC=C(C=C1)N1CCC(CC1)NC(C1=NC(=C(C=C1)N1CCN(CC1)CC=1C(=C2NC(C(=NC2=CC1)C)=O)F)F)=O